((2R)-4-(azidomethyl)-4-hydroxytetrahydro-2H-pyran-2-yl)((S)-1-(4-fluorophenyl)-3,4-dihydroisoquinolin-2(1H)-yl)methanone N(=[N+]=[N-])CC1(C[C@@H](OCC1)C(=O)N1[C@H](C2=CC=CC=C2CC1)C1=CC=C(C=C1)F)O